5-Benzyl-2,2-dimethyl-N-(4-phenylbutyl)-4-(1-piperidyl)piperidine-1-carboxamide tert-Butyl-5-benzyl-2,2-dimethyl-4-(1-piperidyl)piperidine-1-carboxylate C(C)(C)(C)OC(=O)N1C(CC(C(C1)CC1=CC=CC=C1)N1CCCCC1)(C)C.C(C1=CC=CC=C1)C1C(CC(N(C1)C(=O)NCCCCC1=CC=CC=C1)(C)C)N1CCCCC1